(S)-2-((S)-1,4-diazabicyclo[2.2.2]octane-2-carboxamido)-N6-ethyl-N1-(1-(2-(2-adamantylamino)-2-oxoethyl)-2-oxo-1,2-dihydropyridin-3-yl)-5-oxohexanediamide N12[C@@H](CN(CC1)CC2)C(=O)N[C@H](C(=O)NC=2C(N(C=CC2)CC(=O)NC2C1CC3CC(CC2C3)C1)=O)CCC(C(=O)NCC)=O